C(#N)C1=NC=NN1CC1=CC=C(C=C1)C=C 5-cyano-1-(4-vinylbenzyl)-1H-1,2,4-triazole